(3-azaoctyl)dimethyl-(phenyl)silane C(CNCCCCC)[Si](C1=CC=CC=C1)(C)C